(S)-8-cyclopentyl-7-ethyl-2-[4-[2-(3-methylpiperazin-1-yl)-2-oxoethylsulfonyl]-2-methoxyphenylamino]-5-methyl-7,8-dihydropterin C1(CCCC1)N1C(CN(C=2C(N[C@@](NC12)(N)NC1=C(C=C(C=C1)S(=O)(=O)CC(=O)N1CC(NCC1)C)OC)=O)C)CC